FC1=CC=C(C=C1)[C@H](O)C1=NC=CC=C1 (S)-(4-fluorophenyl)(pyridin-2-yl)methanol